C1(CCCC1)N1N=C(C=C1C1=C(C=CC=C1)CC)C(=O)N[C@H](CC(=O)NC=1SC=CN1)CCN1CCCCC1 (3S)-3-{[1-cyclopentyl-5-(2-ethylphenyl)-1H-pyrazol-3-yl]formamido}-5-(piperidin-1-yl)-N-(1,3-thiazol-2-yl)pentanamide